C(C)(C)(C)OC(=O)NCC1=CC=C(C=C1)B(O)O 4-(((tert-butoxycarbonyl)amino)methyl)phenyl-boronic acid